4-(2-isocyanoethyl)benzoic acid-2,3,5,6-tetrafluorophenyl ester FC1=C(C(=C(C=C1F)F)F)OC(C1=CC=C(C=C1)CC[N+]#[C-])=O